tert-Butyl N-[2-(2-{2-[(5-aminopyridin-2-yl)amino]ethoxy}ethoxy)ethyl]carbamate NC=1C=CC(=NC1)NCCOCCOCCNC(OC(C)(C)C)=O